P(=O)(O)(O)O[C@@H]1[C@H](O)[C@@H](O)[C@H](O)CO1 alpha-D-xylose 1-phosphate